SCC(=O)NCCCCCC1=NC(=NC=C1C(=O)N)N1CCN(CC1)C1=CC=CC=C1 (5-(2-mercaptoacetylamino)pentyl)-2-(4-phenylpiperazin-1-yl)pyrimidine-5-carboxamide